FC(OC=1C=CC(=NC1)C1=CC(=C2C=NC(=NN21)N[C@H]2[C@@H](COCC2)O)F)F (3S,4R)-4-((7-(5-(difluoromethoxy)pyridin-2-yl)-5-fluoropyrrolo[2,1-f][1,2,4]triazin-2-yl)amino)tetrahydro-2H-pyran-3-ol